methyl-ethyl-2-(p-methyl-phenyl)ethanol CC(CC1=CC=C(C=C1)C)(O)CC